ClC1=NC=C(C(=N1)NCC(C)NC(OC(C)(C)C)=O)[N+](=O)[O-] tert-Butyl (1-((2-chloro-5-nitropyrimidin-4-yl)amino)propan-2-yl)carbamate